cis-cyclohexanecarboxylate C1(CCCCC1)C(=O)[O-]